(S)-4-(3-acetyl-2-oxoimidazolidin-1-yl)-3-(4-methylphenyl)-N-((R)-1-(6-(trifluoromethyl)pyridin-3-yl)ethyl)-4,5-dihydro-1H-pyrazol-1-carboxamide C(C)(=O)N1C(N(CC1)[C@@H]1C(=NN(C1)C(=O)N[C@H](C)C=1C=NC(=CC1)C(F)(F)F)C1=CC=C(C=C1)C)=O